ethyl (R)-1-(1-(tert-butoxycarbonyl) pyrrolidin-3-yl)-3-cyano-4-bromo-1H-pyrrole-2-carboxylate C(C)(C)(C)OC(=O)N1C[C@@H](CC1)N1C(=C(C(=C1)Br)C#N)C(=O)OCC